3-[3-(4-Bromo-benzyl)-3H-imidazo[4,5-b]pyridin-2-yl]-N-[(S)-1-(4-fluoro-phenyl)-ethyl]-propionamide BrC1=CC=C(CN2C(=NC=3C2=NC=CC3)CCC(=O)N[C@@H](C)C3=CC=C(C=C3)F)C=C1